4-((imidazo[1,2-a]pyridin-6-ylamino)methyl)-2-oxabicyclo[2.1.1]hexan N=1C=CN2C1C=CC(=C2)NCC21COC(C2)C1